COC(CC1CNCC(C1)C1=CC(=CC=C1)C(F)(F)F)=O 2-(5-(3-(trifluoromethyl)phenyl)piperidin-3-yl)acetic acid methyl ester